O[C@@H](CCN1N=CC=C1C(=O)O)C |o1:1| (R or S)-1-(3-hydroxybutyl)-1H-pyrazole-5-carboxylic acid